CCCCCCCCCCCCCCCC(=O)OC[C@H](COP(=O)([O-])OCC[NH3+])OC(=O)CCCCCC/C=C\\C/C=C\\C/C=C\\CCCCC The molecule is a phosphatidylethanolamine 36:3 zwitterion in which the 1- and 2-acyl groups are specified as hexadecanoyl (palmitoyl) and (8Z,11Z,14Z)-icosatrienoyl respectively. It is a tautomer of a 1-hexadecanoyl-2-(8Z,11Z,14Z-icosatrienoyl)-sn-glycero-3-phosphoethanolamine.